2-[6-(5-Amino-4-cyano-1-isopropylpyrazol-3-yl)pyridin-3-yl]propionic acid NC1=C(C(=NN1C(C)C)C1=CC=C(C=N1)C(C(=O)O)C)C#N